ClC=1C=C(C=CC1C1(CC1)C(F)(F)F)C(=O)[C@@H]1[C@H](C1)C1=NOC(N1)=O 3-[(1S,2S)-2-({3-chloro-4-[1-(trifluoromethyl)cyclopropyl]phenyl}carbonyl)cyclopropyl]-4,5-dihydro-1,2,4-oxadiazol-5-one